trishydroxyethyl tris(mercaptopropionate) SC(C(=O)OCCO)C.SC(C(=O)OCCO)C.SC(C(=O)OCCO)C